ClC1=CC=C(C=C1)NC=1C=NC=CC1NC(=O)C=1C=NC(=CC1)C(=O)N1CCOCC1 N-{3-[(4-Chlorophenyl)amino]pyridin-4-yl}-6-[(morpholin-4-yl)carbonyl]pyridine-3-carboxamide